C1=C(C=C(C(=C1[N+](=O)[O-])F)F)F 2,3,5-trifluoronitrobenzene